C(C)(C)(C)OC(=O)N1CC(C1)(C)[C@@](C1=CC=C(C=C1)C(C)C)(O)C=1C=NC=C(C1)C#N 3-[(R)-(5-cyano-pyridin-3-yl)-hydroxy-(4-isopropyl-phenyl)-methyl]-3-methyl-azetidine-1-carboxylic acid tert-butyl ester